C(C)(C)(C)OC(=O)N[C@H](C(=O)OC)CC=1C=NC=NC1 methyl (S)-2-((tert-butoxycarbonyl)amino)-3-(pyrimidin-5-yl)propanoate